2-tert-butyl-1,4-benzoquinone C(C)(C)(C)C=1C(C=CC(C1)=O)=O